N1NCC2CC=CC=C12 tetrahydro-1H-indazol